(3-(4-(2-mesityl-3-oxocycloprop-1-en-1-yl)-3,5-dimethylphenoxy)propyl)triphenylphosphonium bromide [Br-].C1(=C(C(=CC(=C1)C)C)C1=C(C1=O)C1=C(C=C(OCCC[P+](C2=CC=CC=C2)(C2=CC=CC=C2)C2=CC=CC=C2)C=C1C)C)C